(S,E)-methyl 7-(1-(2-(2-adamantylamino)-2-oxoethyl)-2-oxo-1,2-dihydropyridin-3-ylamino)-6-(4-methyl-1,2,3-thiadiazole-5-carboxamido)-7-oxohept-2-enoate C12C(C3CC(CC(C1)C3)C2)NC(CN2C(C(=CC=C2)NC([C@H](CC/C=C/C(=O)OC)NC(=O)C2=C(N=NS2)C)=O)=O)=O